C(#N)C=1C=CC(=C(C1)C1=CC=C(C=C1)C(=O)N1[C@@H](CC[C@@H]1C1=C(C(=CC=C1)F)F)C(=O)O)OC (2S,5R)-1-(5'-cyano-2'-methoxy-[1,1'-biphenyl]-4-carbonyl)-5-(2,3-difluorophenyl)pyrrolidine-2-carboxylic acid